5-[(1-hydroxybut-3-en-2-yl)amino]-2-methylbenzonitrile OCC(C=C)NC=1C=CC(=C(C#N)C1)C